OC[C@H](CC)NC(C1=CC(=CC=C1)NC1=NC(=CC(=N1)NCC=1C(=NC=CC1)N(S(=O)(=O)C)C)C(F)(F)F)=O N-[(1S)-1-(hydroxymethyl)propyl]-3-({4-[({2-[methyl(methylsulfonyl)amino]pyridin-3-yl}methyl)amino]-6-(trifluoromethyl)pyrimidin-2-yl}amino)benzamide